1,8-dichloro-3-(5-(difluoromethyl)thiazol-2-yl)-N-(1-(fluoromethyl)cyclopropyl)imidazo[1,5-a]pyridine-6-sulfonamide ClC=1N=C(N2C1C(=CC(=C2)S(=O)(=O)NC2(CC2)CF)Cl)C=2SC(=CN2)C(F)F